BrC=1C=C2N(CC(CNC2=O)CO)C1 8-bromo-4-(hydroxymethyl)-2,3,4,5-tetrahydro-1H-pyrrolo[1,2-a][1,4]diazepin-1-one